1,2,4-benzenetricarbonyl trichloride C=1(C(=CC(=CC1)C(=O)Cl)C(=O)Cl)C(=O)Cl